2-((3aR,5r,6aS)-5-benzyl-5-hydroxyhexahydrocyclopenta[c]pyrrol-2(1H)-yl)-1-(2'-methyl-[1,1'-biphenyl]-3-yl)ethanone C(C1=CC=CC=C1)C1(C[C@@H]2[C@@H](CN(C2)CC(=O)C=2C=C(C=CC2)C2=C(C=CC=C2)C)C1)O